3-((5-(5-(difluoromethyl)-1,3,4-oxadiazol-2-yl)pyridin-2-yl)methyl)-6-(1-(1-methylpiperidin-4-yl)-1H-pyrazol-4-yl)benzo[d]thiazol-2(3H)-one FC(C1=NN=C(O1)C=1C=CC(=NC1)CN1C(SC2=C1C=CC(=C2)C=2C=NN(C2)C2CCN(CC2)C)=O)F